[Ca].ClC1=C(C=2N=C(N=C(C2C(=N1)C)N1CC(CCC1)O)OC=C1OCCC1)F 1-(7-chloro-8-fluoro-5-methyl-2-(((R)-tetrahydrofuranyl-2-yl)methoxy)pyrido[4,3-d]pyrimidin-4-yl)piperidin-3-ol Calcium